BrC1=C(N=C(S1)N1C(N(CCC1)C1=CC=C(C=C1)C1=C(C=CC(=C1)F)F)=O)C(=O)OC methyl 5-bromo-2-(3-(2',5'-difluoro-[1,1'-biphenyl]-4-yl)-2-oxotetrahydropyrimidin-1(2H)-yl)thiazole-4-carboxylate